NCCCOC1=CC=C(C=C1)NC=1C(=NC=C(N1)N1C[C@@H](CCC1)N1C(N(CC1)C)=O)C(=O)N (R)-3-((4-(3-aminopropoxy)phenyl)amino)-5-(3-(3-methyl-2-oxoimidazolidin-1-yl)piperidin-1-yl)pyrazine-2-carboxamide